3-((tert-butoxycarbonyl)amino)piperidine-3-carboxylic acid C(C)(C)(C)OC(=O)NC1(CNCCC1)C(=O)O